tert-Butyl 2-((2S,5S)-5-(((tert-butoxycarbonyl)amino)methyl)-1,4-dimethyl-3,6-dioxopiperazin-2-yl)acetate C(C)(C)(C)OC(=O)NC[C@@H]1N(C([C@@H](N(C1=O)C)CC(=O)OC(C)(C)C)=O)C